[K].ClN1C(N(C(NC1=O)=O)Cl)=O 1,3-dichloro-1,3,5-triazine-2,4,6(1H,3H,5H)-trione potassium salt